4-(cyclopropylmethyl)-6-[[[(1R)-1-phenylethyl]amino]methyl]-3-morpholinone hydrochloride Cl.C1(CC1)CN1C(COC(C1)CN[C@H](C)C1=CC=CC=C1)=O